ClCC1=NC2=C(N1CC1(CC1)CC#N)C=C(C=C2F)C(=O)OC methyl 2-(chloromethyl)-1-((1-(cyanomethyl)cyclopropyl)methyl)-4-fluoro-1H-benzo[d]imidazole-6-carboxylate